COC1=CC=C(CN(S(=O)(=O)CC2=NC=CC=C2)CC2=CC=C(C=C2)OC)C=C1 N,N-BIS(4-METHOXYBENZYL)-1-(PYRIDIN-2-YL)METHANESULFONAMIDE